4-fluoro-1-[3-(1H-imidazol-1-yl)-2-methylpropanoyl]-N-{phenyl[4-(propan-2-yl)phenyl]methyl}pyrrolidine-2-carboxamide FC1CC(N(C1)C(C(CN1C=NC=C1)C)=O)C(=O)NC(C1=CC=C(C=C1)C(C)C)C1=CC=CC=C1